2,2-Bis{[3-(dodecylthio)-1-oxopropoxy]methyl}propan-1,3-diyl bis[3-(dodecylthio)propionat] C(CCCCCCCCCCC)SCCC(=O)OCC(COC(CCSCCCCCCCCCCCC)=O)(COC(CCSCCCCCCCCCCCC)=O)COC(CCSCCCCCCCCCCCC)=O